silver(I) perfluorooctanoate FC(C(=O)[O-])(C(C(C(C(C(C(F)(F)F)(F)F)(F)F)(F)F)(F)F)(F)F)F.[Ag+]